(2S)-2-[(tert-Butoxycarbonyl)amino]-3-[4-(isopentylamino)phenyl]propanamide C(C)(C)(C)OC(=O)N[C@H](C(=O)N)CC1=CC=C(C=C1)NCCC(C)C